racemic-4-{1-(cyclopropylmethyl)-5-[(6-{4-[1-hydroxyethyl]-3,5-dimethyl-1H-pyrazol-1-yl}pyrimidin-4-yl)amino]-4-methyl-1H-pyrazol-3-yl}benzonitrile C1(CC1)CN1N=C(C(=C1NC1=NC=NC(=C1)N1N=C(C(=C1C)[C@@H](C)O)C)C)C1=CC=C(C#N)C=C1 |r|